O=C1NC(CCC1N1C(C2=CC=C(C=C2C1=O)N1CC(C1)C(=O)O)=O)=O 1-[2-(2,6-dioxo-3-piperidyl)-1,3-dioxo-isoindolin-5-yl]azetidine-3-carboxylic acid